BrC1=C(C=CC(=C1)[N+](=O)[O-])C=1NC=C(N1)C(F)(F)F 2-(2-bromo-4-nitrophenyl)-4-(trifluoromethyl)-1H-imidazole